OC1=CC=C(C2=C(C=CC(=C12)O)O)O 1,4,5,8-tetrahydroxynaphthalene